(4-methoxyphenyl)methanone ethyl-6-(5-azaspiro[2.4]hept-5-ylmethyl)-2-cyclopropylpyrimidine-4-carboxylate C(C)OC(=O)C1=NC(=NC(=C1)CN1CC2(CC2)CC1)C1CC1.COC1=CC=C(C=C1)C=O